NCC1CCC(CC1)NC1=CC=C(C=C1)C1C(NC(CC1)=O)=O 3-(4-(((1s,4s)-4-(aminomethyl)cyclohexyl)amino)phenyl)piperidine-2,6-dione